C(CCCC1=C(C=C(C(=C1)C(C)(C)C)O)C)C1=C(C=C(C(=C1)C(C)(C)C)O)C 4,4'-butylene-bis-(6-tert-butyl-3-methylphenol)